(3-(2-bromo-4-(pyridin-2-yloxy)phenyl)-1,2,4-oxadiazol-5-yl)methanol BrC1=C(C=CC(=C1)OC1=NC=CC=C1)C1=NOC(=N1)CO